ClC=1C=CC2=C(O[C@@H](CN(S2(=O)=O)CC=2C=C(C=C3CCCC23)C(CC(=O)OCC)C2=C(C3=C(N(N=N3)C)C=C2)C)CC)C1 ethyl 3-(7-{[(4R)-7-chloro-4-ethyl-1,1-dioxido-3,4-dihydro-2H-5,1,2-benzoxathiazepin-2-yl]methyl}-2,3-dihydro-1H-inden-5-yl)-3-(1,4-dimethyl-1H-benzotriazol-5-yl)propanoate